5-(4-((4-((4-((3,4-dichloro-2-fluorophenyl)amino)-7-methoxyquinazolin-6-yl)oxy)cyclohexyl)methyl)piperazin-1-yl)-2-(2,6-dioxopiperidin-3-yl)-6-fluoroisoindoline-1,3-dione ClC=1C(=C(C=CC1Cl)NC1=NC=NC2=CC(=C(C=C12)OC1CCC(CC1)CN1CCN(CC1)C=1C=C2C(N(C(C2=CC1F)=O)C1C(NC(CC1)=O)=O)=O)OC)F